C(C1=CC=CC=C1)OC(=O)N1CCC(CC1)CN1CCC2(CCN(CC2)C(=O)[O-])CC1 9-((1-((benzyloxy)carbonyl)piperidin-4-yl)methyl)-3,9-Diazaspiro[5.5]undecane-3-carboxylate